C(C)(C)(C)OC(=O)N1C=NC2=NC=C(C(=C21)C)B2OC(C(O2)(C)C)(C)C 7-methyl-6-(4,4,5,5-tetramethyl-1,3,2-dioxaborolan-2-yl)-1H-imidazo[4,5-b]Pyridine-1-carboxylic acid tert-butyl ester